C(C)(=O)OC1(CN(C1)CC1=CC=C(C=C1)C1CNC1)C [1-[[4-(azetidin-3-yl)phenyl]methyl]-3-methyl-azetidin-3-yl] acetate